Tert-butyl-3-methyl-piperazine-1-carboxylate C(C)(C)(C)OC(=O)N1CC(NCC1)C